C1(=CC=CC=C1)C1=NC(=NC(=N1)C1=CC=CC=C1)C1=CC(=CC=C1)B1OC(C(O1)(C)C)(C)C 2,4-diphenyl-6-[3-(4,4,5,5-tetramethyl-1,3,2-dioxaborolanyl)phenyl]-1,3,5-triazine